OC1=C(C(N(C2=CC=C(C=C12)[N+](=O)[O-])C(C)C)=O)C(=O)OCC ethyl 4-hydroxy-1-isopropyl-6-nitro-2-oxo-1,2-dihydroquinoline-3-carboxylate